3-phenylpropenoaldehyde C1(=CC=CC=C1)C=CC=O